BrC1=C(C=C2C(=NC(=NC2=C1)O)O)OC(F)(F)F 7-bromo-6-(trifluoromethoxy)quinazoline-2,4-diol